2-(difluoromethyl)-5-(5-fluoro-6-((4-(3-(piperidin-4-yl)phenyl)-1H-1,2,3-triazol-1-yl)methyl)pyridin-3-yl)-1,3,4-oxadiazole FC(C=1OC(=NN1)C=1C=NC(=C(C1)F)CN1N=NC(=C1)C1=CC(=CC=C1)C1CCNCC1)F